C(C1=CC=CC=C1)N1C(N(C2(CC2)C1=O)CC=1SC(=NN1)C1=C(C(=CC(=C1)C(F)(F)F)O)F)=O 6-benzyl-4-((5-(2-fluoro-3-hydroxy-5-(trifluoromethyl)phenyl)-1,3,4-thiadiazol-2-yl)methyl)-4,6-diazaspiro[2.4]heptane-5,7-dione